(3R)-tert-Butyl 8-(aminomethyl)-11,11-difluoro-3-methyl-3,4,8,9,10,11-hexahydro-1H-pyrido[4',3':3,4]pyrazolo[1,5-a]azepine-2(7H)-carboxylate NCC1CCC(C=2N(C1)N=C1C2CN([C@@H](C1)C)C(=O)OC(C)(C)C)(F)F